N-(3-chloro-5-(methylsulfonyl)phenyl)-4-(3-(methyl-(pyrimidin-2-yl)amino)pyridin-2-yl)thiophene-2-carboxamide ClC=1C=C(C=C(C1)S(=O)(=O)C)NC(=O)C=1SC=C(C1)C1=NC=CC=C1N(C1=NC=CC=N1)C